ClC1=C(C(=O)O)C=C(C=C1)OC=1NC=2C(=NC(=C(C2)Cl)C2=CC=C(C=C2)C2=CC=C(C=C2)CNC[C@@H]([C@H]([C@@H]([C@@H](CO)O)O)O)O)N1 2-chloro-5-((6-chloro-5-(4'-((((2S,3R,4R,5R)-2,3,4,5,6-pentahydroxyhexyl)amino)methyl)-[1,1'-biphenyl]-4-yl)-1H-imidazo[4,5-b]pyridin-2-yl)oxy)benzoic acid